copper-gallium oxide [O-2].[Ga+3].[Cu+2]